5-(piperidin-1-ylmethyl)-5,6-dihydro-1,4,2-dioxazine N1(CCCCC1)CC1OC=NOC1